1-[5-[3-[tert-Butyl(dimethyl)silyl]oxypropyl]-2-fluoro-phenyl]-2,2,2-trifluoro-ethanone [Si](C)(C)(C(C)(C)C)OCCCC=1C=CC(=C(C1)C(C(F)(F)F)=O)F